O1C(COC12CCCCC2)C(CC(=O)C2=CC=1CCCCC1C=C2)C 3-(1,4-dioxaspiro[4.5]decan-2-yl)-1-(5,6,7,8-tetrahydronaphthalen-2-yl)butan-1-one